(6R,8S)-8-(2-cyanoethyl)-6-(trifluoromethyl)-5,6,7,8-tetrahydroimidazo[1,2-a]pyridine-2-carboxylic acid C(#N)CC[C@@H]1C=2N(C[C@@H](C1)C(F)(F)F)C=C(N2)C(=O)O